C(#C)C=1C=C(C=CC1)C(C)=O 1-(3-ethynylphenyl)ethan-1-one